6-(2,6-Dichloro-4-nitrophenoxy)-2-(4-(trifluoromethoxy)benzyl)-3,4-dihydroisoquinolin-1(2H)-one ClC1=C(OC=2C=C3CCN(C(C3=CC2)=O)CC2=CC=C(C=C2)OC(F)(F)F)C(=CC(=C1)[N+](=O)[O-])Cl